3-(chloromethyl)-4-(4-fluorophenyl)-6-(trifluoromethyl)-2H-chromene ClCC=1COC2=CC=C(C=C2C1C1=CC=C(C=C1)F)C(F)(F)F